CN1CCN(CC1)C=1C=C(C=CC1)NC(=O)[C@H]1[C@@H](N(C(C2=CC=CC=C12)=O)CC1CCN(CC1)C)C1=CC=C(C=C1)C(F)(F)F |r| (3R,4R) and (3S,4S)-N-[3-(4-methylpiperazin-1-yl)phenyl]-2-[(1-methylpiperidin-4-yl)methyl]-1-oxo-3-[4-(trifluoromethyl)phenyl]-3,4-dihydroisoquinoline-4-carboxamide